NC=1N=C(C2=C(N1)C(OC2=O)CC2=C(C#N)C=CC=C2)C=2OC=CC2 [2-amino-4-(furan-2-yl)-5-oxo-5H,7H-furo[3,4-d]pyrimidin-7-yl]methylbenzonitrile